C(=O)O.CC1(C(C(CC1)(C)C)=O)CC1=CC=C(C=C1)Cl methyl-1-(4-chlorobenzyl)-3,3-dimethyl-2-oxocyclopentane formate